C(C)(C)(C)C=1C=CC=2N(C3=CC=C(C=C3C2C1)C(C)(C)C)C1=C(C#N)C(=C(C(=C1C#N)N1C2=CC=C(C=C2C=2C=C(C=CC12)C(C)(C)C)C(C)(C)C)N1C2=CC=C(C=C2C=2C=C(C=CC12)C(C)(C)C)C(C)(C)C)N1C2=CC=C(C=C2C=2C=C(C=CC12)C(C)(C)C)C(C)(C)C 2,4,5,6-tetrakis(3,6-di-tert-butyl-9H-carbazol-9-yl)isophthalonitrile